N-(2,3-dihydro-1H-isoindol-5-yl)-4-(1,2,3,6-tetrahydro-pyridin-4-yl)-benzamide C1NCC2=CC(=CC=C12)NC(C1=CC=C(C=C1)C=1CCNCC1)=O